CC(C(C#CO)(C)C)C tetramethyl-butynol